ClC(C)OC(N(C)C(CC1=CC2=C(OCO2)C=C1)C)=O N-[2-(1,3-benzodioxol-5-yl)-1-methyl-ethyl]-N-methyl-carbamic acid 1-chloroethyl ester